C(C)(C)(C)OC(=O)N([C@H]1CN(CC1)C=1C=NC(=NC1)C(=O)OC)C methyl (R)-5-(3-((tert-butoxycarbonyl)(methyl)amino)pyrrolidin-1-yl)pyrimidine-2-carboxylate